1-[4-(4,5-dichloro-2-hydroxyphenyl)piperidin-1-yl]ethan-1-one ClC1=CC(=C(C=C1Cl)C1CCN(CC1)C(C)=O)O